C(C)C(C(=O)O)CC1=CC(=C(C=C1)OC)OC.O=CC1=CC(OCC)=C(O)C=C1 Ethyl vanillin (ethyl 3,4-dimethoxybenzyl acetate)